O[C@H]1[C@H]2[C@@H]3CC[C@H]([C@@H](CCCC(C)C)C)[C@]3(CC[C@@H]2[C@]2(CCC(C[C@H]2C1)=O)C)C 7α-Hydroxy-5beta-cholestan-3-one